BrC=1C=C2C(=CNC2=C(C1)C)C=O 5-BROMO-7-METHYL-1H-INDOLE-3-CARBALDEHYDE